FC1=C(C=CC=C1C(F)(F)F)N(C(=O)NC=1C=NC(=C(C1)F)N1C=NC(=C1)C1NCCOC1)C 1-(2-fluoro-3-(trifluoromethyl)phenyl)-3-(5-fluoro-6-(4-(morpholin-3-yl)-1H-imidazol-1-yl)pyridin-3-yl)-1-methylurea